OC[C@H]1[C@@H](N(C1)C(=O)OC(C)(C)C)C |r| rac-tert-butyl (trans)-3-(hydroxymethyl)-2-methylazetidine-1-carboxylate